FC=1C=C(C=NC1)[C@H](CNC(CC1CCC(CC1)O)(C)C)O (1R,4r)-4-(2-(((R)-2-(5-Fluoropyridin-3-yl)-2-hydroxyethyl)amino)-2-methylpropyl)cyclohexan-1-ol